6-(2,6-dichlorophenyl)-2-(4-(pyridin-4-yl)piperazin-1-yl)-8,9-dihydroimidazo[1',2':1,6]pyrido[2,3-d]pyrimidine ClC1=C(C(=CC=C1)Cl)C1=CC2=C(N=C(N=C2)N2CCN(CC2)C2=CC=NC=C2)N2C1=NCC2